CC(C)C12CC(C1)(C2)NC(C)=O N-[3-(propan-2-yl)bicyclo[1.1.1]pentan-1-yl]acetamide